CC1=CC(=NC(=N1)N1CC(CC1)COC=1C(=NC=CC1)C(F)(F)F)C(=O)O 6-methyl-2-(3-(((2-(trifluoromethyl)pyridin-3-yl)oxy)methyl)pyrrolidin-1-yl)pyrimidine-4-carboxylic acid